5-{2-[5-Chloro-2-(7-methylchinolin-8-sulfonamido)phenyl]ethynyl}-3-(methylamino)pyridin ClC=1C=CC(=C(C1)C#CC=1C=C(C=NC1)NC)NS(=O)(=O)C=1C(=CC=C2C=CC=NC12)C